(S)-1-(8-fluoro-7-(8-fluoronaphthalen-1-yl)-2-((hexahydro-1H-pyrrolizin-7a-yl)methoxy)pyrido[4,3-d]pyrimidin-4-yl)piperidine-3-carboxamide FC1=C(N=CC2=C1N=C(N=C2N2C[C@H](CCC2)C(=O)N)OCC21CCCN1CCC2)C2=CC=CC1=CC=CC(=C21)F